4-[7-(4-hydroxyphenyl)-3-oxohepta-1,4,6-trieneyl]phenolate OC1=CC=C(C=C1)C=CC=CC(C=CC1=CC=C(C=C1)[O-])=O